4-(2,4-di-tert-butyl-phenoxy)-3,5,6-trichloro-phthalonitrile C(C)(C)(C)C1=C(OC=2C(=C(C(C#N)=C(C2Cl)Cl)C#N)Cl)C=CC(=C1)C(C)(C)C